CC1=CC=C(C(=N1)NC(C(C)(C)C)=O)C(=O)C12CC(C1)(C2)C(F)(F)F N-(6-methyl-3-(3-(trifluoromethyl)bicyclo[1.1.1]pentane-1-carbonyl)pyridin-2-yl)pivalamide